5-(3-(dimethylaminocarbamoyl)-6-(2-hydroxypropoxy)pyrazolo[1,5-a]pyridin-4-yl)pyridine CN(C)NC(=O)C=1C=NN2C1C(=CC(=C2)OCC(C)O)C=2C=CC=NC2